[I-].FC1=C(C=CC=C1)CC[NH3+] 2-fluorophenylethyl-ammonium iodide